3-((6,7-dimethoxyquinazolin-4-yl)amino)-4-(dimethylamino)-N-methylbenzenesulfonamide COC=1C=C2C(=NC=NC2=CC1OC)NC=1C=C(C=CC1N(C)C)S(=O)(=O)NC